C(C1=CC=CC=C1)N1C(C(CC1)C(C)C)=O 1-benzyl-3-isopropylpyrrolidin-2-one